ClC=1C=C2C(=NC1)N=CO2 6-chloro-(oxazolo[4,5-B]pyridine)